3-(4-Cyano-2-methylphenoxy)-N-(3-(S-methylsulfonimidoyl)phenyl)-6-(trifluoromethyl)pyridazine-4-carboxamide C(#N)C1=CC(=C(OC=2N=NC(=CC2C(=O)NC2=CC(=CC=C2)S(=O)(=N)C)C(F)(F)F)C=C1)C